C(CCC)C(C(=O)OC)(C(=O)OC)CC(C)C dimethyl 2-n-butyl-2-isobutylmalonate